2-(1'-methylcyclopropyl-carbonyloxymethyl)-4-(N-(5''-azidopentanoyl)-beta-alanyl)-1-piperazineacetic acid CC1(CC1)C(=O)OCC1N(CCN(C1)C(CCNC(CCCCN=[N+]=[N-])=O)=O)CC(=O)O